(1S,3R,4S,5R)-3-((5-chloro-4-(7-chloro-6-(2-hydroxypropan-2-yl)-3-methylthieno[3,2-b]pyridin-2-yl)pyrimidin-2-yl)amino)-6,8-dioxabicyclo[3.2.1]octan-4-ol ClC=1C(=NC(=NC1)N[C@@H]1C[C@H]2CO[C@@H]([C@H]1O)O2)C2=C(C1=NC=C(C(=C1S2)Cl)C(C)(C)O)C